7-(tert-butyl)-N-butyl-7H-benzo[d]pyrido[1',2':1,2]imidazo[4,5-f][1,3]diazepin-6-amine C(C)(C)(C)N1C(=NC2=C(C3=C1N1C(=N3)C=CC=C1)C=CC=C2)NCCCC